CC1=C(C=NN1)C1=CC=C2C(=N1)SC(=N2)NC2=NC=CC(=C2)CN2[C@H](CCC2)C (S)-5-(5-methyl-1H-pyrazol-4-yl)-N-(4-((2-methylpyrrolidin-1-yl)methyl)pyridin-2-yl)thiazolo[5,4-b]pyridin-2-amine